BrC1=CC=C(C=C1)C(C(=O)OC)C#N methyl 2-(4-bromophenyl)-2-cyanoacetate